1,1-dioxo-1,2-benzothiazol-3-amine O=S1(N=C(C2=C1C=CC=C2)N)=O